ClC1=C2C(=NC=C1OC=1C=NN3C1C=CC=C3)N=C(N2C)NC=2C(N(C=C(C2)C2CC2)[C@@H]2[C@H](CC2)O)=O 3-((7-chloro-1-methyl-6-(pyrazolo[1,5-a]pyridin-3-yloxy)-1H-imidazo[4,5-b]pyridin-2-yl)amino)-5-cyclopropyl-1-((1S,2S)-2-hydroxycyclobutyl)pyridin-2(1H)-one